C(C1=CC=CC=C1)OC(=O)N[C@H](C(=O)O)CCN(CCCCC1=NC=2NCCCC2C=C1)CCCF (S)-2-(((benzyloxy)carbonyl)amino)-4-((3-fluoropropyl)(4-(5,6,7,8-tetrahydro-1,8-naphthyridin-2-yl)butyl)amino)butanoic acid